N-(3-chloro-2-fluoro-phenyl)-6-[(3S)-3-fluoropyrrolidin-3-yl]quinazolin-4-amine ClC=1C(=C(C=CC1)NC1=NC=NC2=CC=C(C=C12)[C@@]1(CNCC1)F)F